N1C=NC2=C1C=CC(=C2)N2C(OC[C@@H]2C2=CC=C(C=C2)N2CCCCC2)=O (S)-3-(1H-benzo[d]imidazol-5-yl)-4-(4-(piperidin-1-yl)phenyl)oxazolidin-2-one